(4-methyl-3-(4-(3-pyridyl)pyrimidine-2-ylamino)phenyl)semicarbazide CC1=C(C=C(C=C1)NNC(=O)N)NC1=NC=CC(=N1)C=1C=NC=CC1